3,3-diethyl-N-(4-methyl-3-(2-(5-(pyrazin-2-ylamino)-1H-pyrazol-3-yl)ethyl)phenyl)pyrrolidine C(C)C1(CN(CC1)C1=CC(=C(C=C1)C)CCC1=NNC(=C1)NC1=NC=CN=C1)CC